tert-butyl (4R,7S,8S,9S)-13-chloro-14-fluoro-16-formyl-9,17-dimethyl-10-oxa-2,12,18,20-tetrazapentacyclo[9.7.1.14,7.02,8.015,19]icosa-1(18),11(19),12,14,16-pentaene-20-carboxylate ClC1=NC=2O[C@H]([C@@H]3[C@@H]4CC[C@H](CN3C3=NC(=C(C(=C1F)C32)C=O)C)N4C(=O)OC(C)(C)C)C